methyl 2-(5-((2-chlorobenzyl) oxy)-2-methylpyrazolo[1,5-a]pyridine-3-carboxamido)-3-hydroxy-2-methylpropionate ClC1=C(COC2=CC=3N(C=C2)N=C(C3C(=O)NC(C(=O)OC)(CO)C)C)C=CC=C1